CC=1N(C(C(=CN1)NC(=O)C=1N=C(SC1)C1=CC=CC=C1)=O)CC(=O)OCCCC butyl 2-(2-methyl-6-oxo-5-(2-phenylthiazole-4-carboxamido) pyrimidin-1(6H)-yl)acetate